3-(4-bromophenyl)prop-2-en-1-one BrC1=CC=C(C=C1)C=CC=O